(2-Bromoethoxyl)(t-butyl)dimethylsilane benzyl-(R)-3-hydroxypyrrolidine-1-carboxylate C(C1=CC=CC=C1)OC(=O)N1C[C@@H](CC1)O.BrCCO[Si](C)(C)C(C)(C)C